2-({4-[4-(3-chlorobenzyl)piperazin-1-yl]phenyl}amino)-6-(2-chlorophenyl)imidazo[1,2-a]pyrimido[5,4-e]pyrimidin-5(6H)-one ClC=1C=C(CN2CCN(CC2)C2=CC=C(C=C2)NC=2N=CC=3C(N(C=4N(C3N2)C=CN4)C4=C(C=CC=C4)Cl)=O)C=CC1